S1C(=CC=C1)C(CN)=C 2-(2-thienyl)allylamine